C([O-])(O)=O.ClC=1C(=CC2=C(NC(=N2)O[C@H]2[C@@H]3[C@H](OC2)[C@@H](CO3)O)C1)C1=CC=C(C=C1)C1=CC=C(C=C1)C(=O)NCC[N+](C)(C)C 2-(4'-(6-chloro-2-(((3R,3aR,6R,6aR)-6-hydroxyhexahydrofuro[3,2-b]furan-3-yl)oxy)-1H-benzo[d]imidazol-5-yl)-[1,1'-biphenyl]-4-carboxamido)-N,N,N-trimethylethan-1-aminium bicarbonate